(S)-1-((2-(2'-Chloro-3'-(3-(((R)-3-hydroxypyrrolidin-1-yl)methyl)-1,7-naphthyridin-8-ylamino)-2-methylbiphenyl-3-yl)-7-cyanobenzo[d]oxazol-5-yl)methyl)pyrrolidin ClC1=C(C=CC=C1NC=1N=CC=C2C=C(C=NC12)CN1C[C@@H](CC1)O)C1=C(C(=CC=C1)C=1OC2=C(N1)C=C(C=C2C#N)CN2CCCC2)C